Hexyl-methyl-imidazole C(CCCCC)C=1N=C(NC1)C